ClC1=CC=C(C(=N1)C(=NO)N)O[C@H](C)C=1C=C(C=C2C(C(=C(OC12)C=1C=CC=2N(C1)C=C(N2)C)C)=O)C 6-Chloro-3-[(1R)-1-[3,6-dimethyl-2-(2-methylimidazo[1,2-a]pyridin-6-yl)-4-oxo-chromen-8-yl]ethoxy]-N'-hydroxy-pyridine-2-carboxamidine